C(C)OC(CCOC1=CC=C(C=N1)C#N)OCC 6-(3,3-diethoxypropoxy)pyridine-3-carbonitrile